2-(6-(cyclopropanesulfonylamino)pyridin-2-yl)-N-(4-(6-ethoxypyrazin-2-yl)-2-fluorophenyl)butanamide C1(CC1)S(=O)(=O)NC1=CC=CC(=N1)C(C(=O)NC1=C(C=C(C=C1)C1=NC(=CN=C1)OCC)F)CC